O1CCNC2=C1C=CC(=C2)C(C(=O)O)O 2-(3,4-dihydro-2H-1,4-benzoxazin-6-yl)-2-hydroxyacetic acid